(S)-3-((tert-butoxycarbonyl)amino)-2-((tert-butyldimethylsilyl)oxy)propanoic acid C(C)(C)(C)OC(=O)NC[C@@H](C(=O)O)O[Si](C)(C)C(C)(C)C